3-(5-(((1R,2R)-2-(3-(5-fluoropyrimidin-2-yl)azetidin-1-yl)cyclohexyl)oxy)-1-oxoisoindolin-2-yl)piperidine-2,6-dione FC=1C=NC(=NC1)C1CN(C1)[C@H]1[C@@H](CCCC1)OC=1C=C2CN(C(C2=CC1)=O)C1C(NC(CC1)=O)=O